2,3-furandicarboxylic anhydride O1C2=C(C=C1)C(=O)OC2=O